COC(=O)C1N(CCN(C1)C1=C(C(N(C2=CC=C(N=C12)C#N)C)=O)Cl)C(C1=CC=C(C=C1)F)C1=CC=C(C=C1)F 1-(bis(4-fluorophenyl)methyl)-4-(3-chloro-6-cyano-1-methyl-2-oxo-1,2-dihydro-1,5-naphthyridin-4-yl)piperazine-2-carboxylic acid methyl ester